(2-fluoro-4-methyl-5-(pyridin-2-yl)phenyl)-3,6-diazabicyclo[3.1.1]heptane-6-carboxamide trifluoroacetate FC(C(=O)O)(F)F.FC1=C(C=C(C(=C1)C)C1=NC=CC=C1)C12CNCC(N1C(=O)N)C2